2-(Benzyloxy)-4-[bis[4-[(tert-butyldiphenylsilyl)oxy]butyl]amino]benzaldehyde C(C1=CC=CC=C1)OC1=C(C=O)C=CC(=C1)N(CCCCO[Si](C1=CC=CC=C1)(C1=CC=CC=C1)C(C)(C)C)CCCCO[Si](C1=CC=CC=C1)(C1=CC=CC=C1)C(C)(C)C